N-(3-Dimethylaminopropyl)-1,3-bis-(aminomethyl)benzol CN(CCCNCC1=CC(=CC=C1)CN)C